O=C(COC(C1=C(C=C(C(=C1)N1C(C=2CCCCC2C1=O)=O)F)Cl)=O)C1=CC=CC=C1 2-oxo-2-phenylethyl-2-chloro-5-(1,3-dioxo-1,3,4,5,6,7-hexahydro-2H-isoindole-2-yl)-4-fluorobenzoate